5-(4-bromoisoquinoline-7-yloxy)pentan-1-ol BrC1=CN=CC2=CC(=CC=C12)OCCCCCO